[1-[3-[(1R)-1-aminoethyl]-2-fluorophenyl]cyclopropyl]methanol N[C@H](C)C=1C(=C(C=CC1)C1(CC1)CO)F